ClC1=C(C=C(C(=C1)Cl)C1(OC1)C1=CC=CC=C1)C=1C(=CC=C(C1F)OC[C@H]1OCCC1)C#N 2',4'-Dichloro-6-fluoro-5'-(2-phenyloxiran-2-yl)-5-(((S)-tetrahydrofuran-2-yl)methoxy)-[1,1'-biphenyl]-2-carbonitrile